4-(cyclohexen-1-yl)-6-methylpyridine-3-carboxylic acid C1(=CCCCC1)C1=C(C=NC(=C1)C)C(=O)O